C(C)OC1=NC2=C(N1CC1=CC=C(C=C1)C1=CC(=CC=C1C(=O)OC)C1=CC=CC=C1)C(=CC=C2)C(=O)OC methyl 2-ethoxy-1-((6'-(methoxycarbonyl)-[1,1':3',1''-terphenyl]-4-yl)methyl)-1H-benzo[d]imidazole-7-carboxylate